(2-chloro-4-((5-fluorobenzofuran-7-yl)oxy)phenyl)(4-chloro-7H-pyrrolo[2,3-d]pyrimidin-5-yl)methan ClC1=C(C=CC(=C1)OC1=CC(=CC=2C=COC21)F)CC2=CNC=1N=CN=C(C12)Cl